2-bromo-5-[[1-(trifluoromethyl)cyclopropyl]methyl]pyridine BrC1=NC=C(C=C1)CC1(CC1)C(F)(F)F